[1-(3,5-difluoro-2-pyridinyl)triazol-4-yl]methanone FC=1C(=NC=C(C1)F)N1N=NC(=C1)C=O